5-(benzo[d]thiazol-6-yl)-N-(3-tolyl)-1-(6-methylpyridin-2-yl)-1H-pyrazole-3-carboxyamide S1C=NC2=C1C=C(C=C2)C2=CC(=NN2C2=NC(=CC=C2)C)CC(=O)NC=2C=C(C=CC2)C